FC=1C=C(C=CC1)C1=N[C@@H](C(NC2=C1C=CC=C2C)=O)NC([C@@H]([C@@H](C(=O)N)CCC(F)(F)F)CCC(F)(F)F)=O (2S,3R)-N'-[(3S)-5-(3-fluorophenyl)-9-methyl-2-oxo-1,3-dihydro-1,4-benzodiazepin-3-yl]-2,3-bis(3,3,3-trifluoropropyl)butanediamide